CN1C=NC2=C1C=CC(=C2)[N+](=O)[O-] 1-methyl-5-nitro-1H-benzo[d]imidazole